N(=C=O)C(C)(C)C1=CC=C(C=C1)C(C)(C)N=C=O 1,4-Bis(2-isocyanatopropan-2-yl)benzol